6-(dibenzo[b,d]Thiophene-4-yl)-1,3,5-triazine C1=CC=C(C=2SC3=C(C21)C=CC=C3)C3=NC=NC=N3